2-(3-((Z)-((1R,2R,5S)-2-fluoro-1,7-dimethyl-9-azabicyclo[3.3.1]nonan-3-ylidene)methyl)-1,2,4-triazin-6-yl)-5-(1H-imidazol-1-yl)phenol F[C@H]\1[C@]2(CC(C[C@@H](C/C1=C/C=1N=NC(=CN1)C1=C(C=C(C=C1)N1C=NC=C1)O)N2)C)C